(S)-1-(4-(6-chloro-8-fluoro-2-((tetrahydro-1H-pyrrolizin-7a(5H)-yl)methoxy)-7-(5,6,7,8-tetrahydronaphthalen-1-yl)quinazolin-4-yl)-3-methylpiperazin-1-yl)prop-2-en-1-one ClC=1C=C2C(=NC(=NC2=C(C1C1=CC=CC=2CCCCC12)F)OCC12CCCN2CCC1)N1[C@H](CN(CC1)C(C=C)=O)C